[7-(5-methyl-1,2-oxazol-3-yl)-3-(3-thieno[3,2-b]pyridin-7-yl-1H-pyrazolo[3,4-b]pyrazin-6-yl)-3-azabicyclo[4.1.0]heptan-7-yl]methanamine CC1=CC(=NO1)C1(C2CCN(CC12)C1=CN=C2C(=N1)NN=C2C2=C1C(=NC=C2)C=CS1)CN